C(C#C)OCC#C bis(2-propynyl)ether